N-methyl-N-(3-nitro-4-(prop-1-en-2-yl)phenyl)acetamide CN(C(C)=O)C1=CC(=C(C=C1)C(=C)C)[N+](=O)[O-]